2-(2,6-dichlorobenzyl)-3-methylnaphthalene-1,4-dione ClC1=C(CC=2C(C3=CC=CC=C3C(C2C)=O)=O)C(=CC=C1)Cl